1-fluoro-6-oxabicyclo[3.2.1]octan-7-one FC12CCCC(OC1=O)C2